1-fluoro-N-(5-((1-methyl-1H-benzo[d][1,2,3]triazol-6-yl)ethynyl)-8-(methylamino)-2,7-naphthyridin-3-yl)cyclopropane-1-carboxamide FC1(CC1)C(=O)NC=1N=CC2=C(N=CC(=C2C1)C#CC=1C=CC2=C(N(N=N2)C)C1)NC